6-(3,4-dimethoxyphenyl)-2-(4-methylbenzyl)-4-(trifluoromethyl)-4,5-dihydropyridazin-3(2H)-one COC=1C=C(C=CC1OC)C=1CC(C(N(N1)CC1=CC=C(C=C1)C)=O)C(F)(F)F